methyl-hydroxyphenylpropionamide benzoate C(C1=CC=CC=C1)(=O)O.CCC(C(=O)N)(C1=CC=CC=C1)O